2,3-difluoro-6-iodo-4-(trifluoromethyl)benzoic acid FC1=C(C(=O)O)C(=CC(=C1F)C(F)(F)F)I